2-(4-nitro-phenyl)-3H-benzimidazole-5-carboxylic acid methyl-phenyl-amide CN(C(=O)C1=CC2=C(N=C(N2)C2=CC=C(C=C2)[N+](=O)[O-])C=C1)C1=CC=CC=C1